ClCC=1C(=NC=NC1)C1C(NC(CC1)=O)=O 3-(5-(Chloromethyl)pyrimidin-4-yl)piperidine-2,6-dione